tert-butyl (2R,5S)-4-[7-(4-chloropyridin-2-yl)-5-(2-fluorophenyl)-7H-pyrrolo[2,3-d]pyrimidin-4-yl]-2,5-dimethylpiperazine-1-carboxylate ClC1=CC(=NC=C1)N1C=C(C2=C1N=CN=C2N2C[C@H](N(C[C@@H]2C)C(=O)OC(C)(C)C)C)C2=C(C=CC=C2)F